6-(dimethylamino)-2-(4-hydroxybenzyl)isoindolin-1-one CN(C1=CC=C2CN(C(C2=C1)=O)CC1=CC=C(C=C1)O)C